[18F][C@@H](C=O)[C@@H](O)[C@H](O)[C@H](O)CO 2-[18F]fluoro-2-deoxyglucose